Cl.ClC1=CC=C(C=C1)C1=NNC(=C1O)C1=CC=C(C(=O)NO)C=C1 4-(3-(4-chlorophenyl)-4-hydroxy-1H-pyrazol-5-yl)-N-hydroxybenzoamide hydrochloride